C(C(=C)C)(=O)[O-].C1(=CC=CC=C1)[Si+](C1=CC=CC=C1)C1=CC=CC=C1 triphenylsilicon methacrylate